C(#C)C(CCCC)CCCCCC 5-ethynyl-undecane